COC(C1=CC(=C(C(=C1)NCC1=CN=CS1)[N+](=O)[O-])OC)=O.F\C(=C/C(=O)NC1=CC(=CC=C1)C1=NC=CC2=C1N=C(N=C2)NC=2C=NC(=CC2)N2CCOCC2)\C (Z)-3-fluoro-N-(3-(2-((6-morpholinylpyridin-3-yl)amino)pyrido[3,4-d]pyrimidin-8-yl)phenyl)but-2-enamide methyl-3-methoxy-4-nitro-5-((thiazol-5-ylmethyl)amino)benzoate